C(C)(=O)NC1=CC=C(C=C1)C=1C=NN2C1C=C(C=C2)C(=O)N(C)C=2C=NC(=CC2)C#N 3-(4-acetamidophenyl)-N-(6-cyano-3-pyridyl)-N-methyl-pyrazolo[1,5-a]pyridine-5-carboxamide